FC1=CC(=C(C=C1)\C=C\C)C(F)(F)F (E)-4-fluoro-1-(prop-1-en-1-yl)-2-(trifluoromethyl)benzene